C1(CC1)N1C=CC=2C1=NC=C(C2)C(=O)O 1-cyclopropyl-1H-pyrrolo[2,3-b]pyridine-5-carboxylic acid